C(#N)C1=CC2=C(N=C(N=C2)NC2=C(C=C(C(=O)OC)C=C2)OC2COC2)N1[C@@H]1COC[C@@H]1OC methyl 4-((6-cyano-7-((3R,4R)-4-methoxytetrahydrofuran-3-yl)-7H-pyrrolo[2,3-d]pyrimidin-2-yl)amino)-3-(oxetan-3-yloxy)benzoate